ClC=1C=C(C=CC1CC(=O)NCC1=CC2=C(CN(C2=O)C2C(NC(CC2)=O)=O)S1)C 2-(3-chloro-4-tolyl)-N-((5-(2,6-dioxopiperidin-3-yl)-4-oxo-5,6-dihydro-4H-thieno[2,3-c]pyrrol-2-yl)methyl)acetamide